5,7-dimethyl-3-acetyl-flavone 1,3-dioxoisoindolin-2-yl-2-(oxetan-3-yl)acetate O=C1N(C(C2=CC=CC=C12)=O)C(C(=O)O)C1COC1.CC1=C2C(C(=C(OC2=CC(=C1)C)C1=CC=CC=C1)C(C)=O)=O